CN(C(CO)CCCC)C 2-Dimethylaminohexanol